2,4-diaminooctadecyloxybenzene NC(COC1=CC=CC=C1)CC(CCCCCCCCCCCCCC)N